C(C)(C)(C)OC(=O)NCCC1=CN(C2=CC=CC=C12)C(=O)OC(C)(C)C Tert-butyl 3-(2-((tert-butoxycarbonyl) amino) ethyl)-1H-indole-1-carboxylate